COC=1C=CC2=C(N=C(O2)C(=O)NC2(CCS(CC2)(=O)=O)C)C1 5-methoxy-N-(4-methyl-1,1-dioxidotetrahydro-2H-thiopyran-4-yl)benzo[d]oxazole-2-carboxamide